C(C(C)C)N(CC(C)C)CC=1C=C(C=CC1)C1=CC=C(C=C1)C=1C=CC2=C(NC(=N2)C)C1 6-(3'-((Diisobutylamino)Methyl)-[1,1'-Biphenyl]-4-yl)-2-Methyl-1H-benzo[d]Imidazol